C1(CC1)N1C=C(C(=CC1=O)O)C(=O)OC 1-cyclopropyl-4-hydroxy-6-oxo-1,6-dihydropyridine-3-carboxylic acid, Methyl ester